FC1=C(C(=O)NC=2C=C3C(=NNC3=CC2)C2=CC(=CC=C2)[N+](=O)[O-])C=CC=C1 2-fluoro-N-(3-(3-nitrophenyl)-1H-indazol-5-yl)benzamide